diisooctyl dithiophosphate molybdenum [Mo+4].P(=S)(SCCCCCC(C)C)(OCCCCCC(C)C)[O-].C(CCCCC(C)C)SP(=S)(OCCCCCC(C)C)[O-].C(CCCCC(C)C)SP(=S)(OCCCCCC(C)C)[O-].C(CCCCC(C)C)SP(=S)(OCCCCCC(C)C)[O-]